3-(2-(3-((acetylthio) methyl)-1-methyl-1H-pyrazol-5-yl) ethyl)-naphthalen-1-yl acetate C(C)(=O)OC1=CC(=CC2=CC=CC=C12)CCC1=CC(=NN1C)CSC(C)=O